C(CC)OC=1C=C(C=CC1)B(O)O 3-PROPOXYPHENYLBORONIC ACID